tert-butyl 3-((tert-butyldimethylsilyl)oxy)-6-(1,3-dioxane-2-yl)-2-methoxybenzoate [Si](C)(C)(C(C)(C)C)OC=1C(=C(C(=O)OC(C)(C)C)C(=CC1)C1OCCCO1)OC